O1CN=CCC=C1 2,5-dihydro-1,3-oxaazepin